(3S)-1-{[2'-(4,5-Dimethyl-1H-imidazol-2-yl)-3,4'-bipyridin-5-yl]carbonyl}pyrrolidin-3-ol trifluoroacetate salt FC(C(=O)O)(F)F.CC=1N=C(NC1C)C1=NC=CC(=C1)C=1C=NC=C(C1)C(=O)N1C[C@H](CC1)O